ClC1=C(C=C(C(=C1)F)F)C1CC2(C1)NC(N(C2=O)C2=CN=CC1=CC=CC=C21)=O 2-(2-chloro-4,5-difluorophenyl)-7-(isoquinolin-4-yl)-5,7-diazaspiro[3.4]octane-6,8-dione